[N+](=O)([O-])C1=C(C=CC=C1)CC(=O)NC1=CC(=C(C=C1)N1N=CC(=C1)C(F)(F)F)S(N)(=O)=O 2-(2-nitrophenyl)-N-{3-sulfamoyl-4-[4-(trifluoromethyl)-1H-pyrazol-1-yl]phenyl}acetamide